C(C)O[Si](C=C[SiH2]C(NCCC[Si](OCC)(OCC)OCC)NCCC[Si](OCC)(OCC)OCC)(OCC)OCC 1-triethoxysilyl-2-bis(triethoxysilylpropylamino)methylsilyl-ethylene